(S)-N-(7-bromo-5-methyl-4-keto-2,3,4,5-tetrahydrobenzo[b][1,4]Oxazepin-3-yl)-2-fluoro-5-(2-fluorophenoxy)benzamide BrC1=CC2=C(OC[C@@H](C(N2C)=O)NC(C2=C(C=CC(=C2)OC2=C(C=CC=C2)F)F)=O)C=C1